nitrogen phosphorus styrene-acrylonitrile C(=CC1=CC=CC=C1)C=CC#N.[P].[N]